6-({1-[(2R)-2-amino-2-phenylacetyl]azetidin-3-yl}oxy)-3-(2-boronoethyl)-2-hydroxybenzoic acid N[C@@H](C(=O)N1CC(C1)OC1=CC=C(C(=C1C(=O)O)O)CCB(O)O)C1=CC=CC=C1